CN(C)[Ti](N(C)C)(N(C)C)N(C)C Tetrakis(dimethylamino)Titanium(IV)